COC1=C(C=CC(=C1)OC)CNC1=NN=C(C2=CC(=CC=C12)C1=C(C=CC(=C1)B1OC(C(O1)(C)C)(C)C)NC(CCC(C)C)=O)C N-[2-(1-{[(2,4-DIMETHOXYPHENYL)METHYL]AMINO}-4-METHYLPHTHALAZIN-6-YL)-4-(4,4,5,5-TETRAMETHYL-1,3,2-DIOXABOROLAN-2-YL)PHENYL]-4-METHYLPENTANAMIDE